N-[2-(1,3-Benzodioxol-4-yl)ethyl]-2-[2-(1-piperidinyl)-4-pyridinyl]ethylamine O1COC2=C1C=CC=C2CCNCCC2=CC(=NC=C2)N2CCCCC2